1-(2-chloro-3-methylphenyl)-1,4,5,7-tetrahydropyrano[3,4-c]pyrazol ClC1=C(C=CC=C1C)N1N=CC2=C1COCC2